1-{8-fluoro-2-methylimidazo[1,2-a]pyridin-6-yl}ethanol FC=1C=2N(C=C(C1)C(C)O)C=C(N2)C